C(#N)C=1C=C(C=C(C1)F)[C@H]1N(OCC1)C(=O)[C@@H]1CC[C@H](CC1)CN1N=C(C2=C(C=C(C=C12)C#N)F)C trans-1-((4-((S)-3-(3-cyano-5-fluorophenyl)isoxazolidine-2-carbonyl)cyclohexyl)methyl)-4-fluoro-3-methyl-1H-indazole-6-carbonitrile